2,3-dihydroxy-3-methylbutyrate OC(C(=O)[O-])C(C)(C)O